methyl 4-(7-(2,3-dihydrobenzo[b][1,4]dioxin-6-yl)pyrazolo[1,5-a]pyrimidine-2-carboxamido)benzoate O1C2=C(OCC1)C=C(C=C2)C2=CC=NC=1N2N=C(C1)C(=O)NC1=CC=C(C(=O)OC)C=C1